1,4-Bis(2,3-epoxypropoxy)butaane C(C1CO1)OCCCCOCC1CO1